N-[4-fluoro-5-(2-morpholin-4-ylpyrimidin-5-yl)-2-[rac-(3R,5S)-3,4,5-trimethylpiperazin-1-yl]phenyl]-2-(trifluoromethyl)benzamide FC1=CC(=C(C=C1C=1C=NC(=NC1)N1CCOCC1)NC(C1=C(C=CC=C1)C(F)(F)F)=O)N1C[C@H](N([C@H](C1)C)C)C |r|